tert-butyl (2-(trimethylsilyl)ethyl)sulfonylcarbamate C[Si](CCS(=O)(=O)NC(OC(C)(C)C)=O)(C)C